FC1=C(C(=C(C(=C1F)F)F)F)[B-](C1=C(C(=C(C(=C1F)F)F)F)F)(C1=C(C(=C(C(=C1F)F)F)F)F)C1=C(C(=C(C(=C1F)F)F)F)F.C(C)[NH+](CC)CC triethylammonium tetrakis(perfluorophenyl)borate